methyl 6-amino-4-(3-(aminomethyl)-2-methoxypyridin-4-yl)-7-(3-(benzyloxy)-2,6-dimethylphenyl)-2-methyl-7H-pyrrolo[2,3-d]pyrimidine-5-carboxylate NC1=C(C2=C(N=C(N=C2C2=C(C(=NC=C2)OC)CN)C)N1C1=C(C(=CC=C1C)OCC1=CC=CC=C1)C)C(=O)OC